5-Cyclopropyl-3-(2,6-dichlorophenyl)-isoxazole-4-carboxylic acid methyl ester COC(=O)C=1C(=NOC1C1CC1)C1=C(C=CC=C1Cl)Cl